CC=1N=C2COCCN2C1C (8R)-2,3-dimethyl-5,6-dihydro-8H-imidazo[2,1-c][1,4]oxazin